N-(2,6-dioxopiperidin-3-yl)-6-methoxy-5-(piperazin-1-yl)picolinamide hydrochloride salt Cl.O=C1NC(CCC1NC(C1=NC(=C(C=C1)N1CCNCC1)OC)=O)=O